Alpha-ketoglutaric acid-13C4 O=[13C]([13C](=O)O)[13CH2][13CH2]C(=O)O